C1(CCC1)C=1NC(=NN1)C1CC2(CN(C2)C(=O)N2CC(C2)C=2C=NC(=CC2)NC2(CC2)C(F)(F)F)C1 [6-(5-cyclobutyl-4H-1,2,4-triazol-3-yl)-2-azaspiro[3.3]heptan-2-yl]-[3-[6-[[1-(trifluoromethyl)cyclopropyl]amino]-3-pyridyl]azetidin-1-yl]methanone